(6S,9R)-N-(5-bromo-2-fluoro-4-(trifluoromethyl)phenyl)-3-oxo-3,5,6,7,8,9-hexahydro-2H-6,9-methano-cyclohepta[c]pyridine-10-carboxamide BrC=1C(=CC(=C(C1)NC(=O)C1[C@@H]2CC=3C(=CNC(C3)=O)[C@@H]1CC2)F)C(F)(F)F